1-{[(3S)-6-(2-ethoxyethyl)-3-methyl-3,4-dihydro-2-naphthyl]Methyl}-3-azetidinecarboxylic acid C(C)OCCC=1C=C2C[C@@H](C(=CC2=CC1)CN1CC(C1)C(=O)O)C